2-((4-bromophenyl)(methyl)amino)ethan-1-ol BrC1=CC=C(C=C1)N(CCO)C